C(C)(C)(C)OC(=O)N1CCNCC(C1)O 6-hydroxy-1,4-diazepane-1-carboxylic acid tert-butyl ester